3-(pivalamidomethyl)-N-(4-(trifluoromethoxy)phenyl)pyrrolidine-1-carboxamide C(C(C)(C)C)(=O)NCC1CN(CC1)C(=O)NC1=CC=C(C=C1)OC(F)(F)F